N-(2-amino-ethyl)N'-methylpiperazine NCCN1CCN(CC1)C